FC1CN(CCC1NC1=CC=CC2=C1SC(=C2CC(F)(F)F)I)C(=O)OC(C)(C)C (Z)-tert-butyl 3-fluoro-4-((2-iodo-3-(2,2,2-trifluoroethyl)benzo[b]thiophen-7-yl)amino)piperidine-1-carboxylate